2-propene-1-yl-succinic acid C(=CC)C(C(=O)O)CC(=O)O